2-(pyridin-2-yl)-N-(3-(4'-(trifluoromethoxy)-[1,1'-biphenyl]-4-yl)propyl)-6-(trifluoromethyl)thieno[2,3-d]pyrimidin-4-amine N1=C(C=CC=C1)C=1N=C(C2=C(N1)SC(=C2)C(F)(F)F)NCCCC2=CC=C(C=C2)C2=CC=C(C=C2)OC(F)(F)F